7-(1-(((R)-1-phenylethyl)amino)-2,3,4,9-tetrahydro-1H-carbazol-6-yl)-3,4-dihydroisoquinolin-1(2H)-one C1(=CC=CC=C1)[C@@H](C)NC1CCCC=2C3=CC(=CC=C3NC12)C1=CC=C2CCNC(C2=C1)=O